FC=1C=C(C=CC1OC1=CC=NC2=CC(=C(C=C12)C(NC)=O)OCCN1CCOCC1)NC(=O)C1=C2C(=CN(C1=O)C1=CC=C(C=C1)F)CCO2 N-(3-fluoro-4-{[6-(methylcarbamoyl)-7-(2-morpholinoethoxy)quinolin-4-yl]oxy}phenyl)-5-(4-fluorophenyl)-6-oxo-2,3,5,6-tetrahydrofuro[3,2-c]pyridine-7-carboxamide